FC=1C=CC(=C(C1)C(N1C(C2=CC(=CC=C2C1)C1=CC=C(C=C1)C1CCN(CC1)C)=O)C=1NC2=C(C=NC=C2)N1)OCOC 2-[[5-fluoro-2-(methoxymethoxy)phenyl]-(1H-imidazo[4,5-c]pyridin-2-yl)methyl]-6-[4-(1-methyl-4-piperidinyl)phenyl]isoindolin-1-one